FC=1C(N(C=NC1C(CF)(F)F)CC1=CC=C(C=C1)OC)=O 5-fluoro-3-(4-methoxybenzyl)-6-(1,1,2-trifluoroethyl)pyrimidin-4(3H)-one